CN1C[C@H]2CC[C@@H](C1)N2C(N)=S (1R,5S)-3-methyl-3,8-diazabicyclo[3.2.1]octane-8-thiocarboxamide